2-bromo-5-(methylsulfonyl)pyridine BrC1=NC=C(C=C1)S(=O)(=O)C